FC1=C(C(=O)N2C[C@@H](CC2)C2=NOC(=C2)C(=O)OC)C=CC(=C1OCC1=CC=C(C=C1)OC)OCC1=CC=C(C=C1)OC methyl (R)-3-(1-(2-fluoro-3,4-bis(4-methoxybenzyloxy)benzoyl)pyrrolidin-3-yl)isoxazole-5-carboxylate